(tert-butyl 1-((14-((2-(2,6-dioxopiperidin-3-yl)-1,3-dioxoisoindolin-4-yl) amino) tetradecyl) sulfonyl) piperidin-4-yl) carbamate C(N)(OC1CC(N(CC1)S(=O)(=O)CCCCCCCCCCCCCCNC1=C2C(N(C(C2=CC=C1)=O)C1C(NC(CC1)=O)=O)=O)C(C)(C)C)=O